3-hydroxy-3-(3-hydroxyphenyl)azetidine-1-carboxylic acid tert-butyl ester C(C)(C)(C)OC(=O)N1CC(C1)(C1=CC(=CC=C1)O)O